5-bromo-2-(chroman-3-yl)benzo[d]oxazole BrC=1C=CC2=C(N=C(O2)C2COC3=CC=CC=C3C2)C1